C(C)(C)(C)OC(=O)N1[C@@H](C[C@@H](C1)NC(=O)OCC=C)C(N(C=1C=C(C=CC1)C)CC)=O.C1(=CC=CC=C1)OP(OC1=CC=CC=C1)(=O)OP(=O)(OC1=CC=CC=C1)OC1=CC=CC=C1.OC1=CC=C(C=C1)C(C)(C)C1=CC=C(C=C1)O bisphenol A tetraphenyl-diphosphate tert-butyl-(2S,4S)-4-(allyloxycarbonylamino)-2-[ethyl(m-tolyl)-carbamoyl]pyrrolidine-1-carboxylate